(S)-2-((8-((4-cyano-2-fluorobenzyl)oxy)-3,4-dihydroisoquinolin-2(1H)-yl)methyl)-1-((oxetan-2-yl)methyl)-1H-benzo[d]imidazole-6-carboxylic acid C(#N)C1=CC(=C(COC=2C=CC=C3CCN(CC23)CC2=NC3=C(N2C[C@H]2OCC2)C=C(C=C3)C(=O)O)C=C1)F